2-((1S,2R)-1-(2-cyanophenyl)-1-(3-methyl-1H-pyrazol-1-yl)propan-2-yl)-5-hydroxy-N-(isoxazol-4-yl)-1-methyl-6-oxo-1,6-dihydropyrimidine-4-carboxamide C(#N)C1=C(C=CC=C1)[C@H]([C@@H](C)C=1N(C(C(=C(N1)C(=O)NC=1C=NOC1)O)=O)C)N1N=C(C=C1)C